4-((1-(2,2-dimethyl-1-phenylpropyl)-1H-1,2,3-triazol-4-yl)methyl)aminobenzamidopropionic acid CC(C(C1=CC=CC=C1)N1N=NC(=C1)CNC1=CC=C(C(=O)NC(C(=O)O)C)C=C1)(C)C